2-[4-[6-[5-(5-chloro-2,4-difluoro-phenyl)-1H-imidazol-4-yl]-3-quinolyl]pyrazol-1-yl]ethanamine ClC=1C(=CC(=C(C1)C1=C(N=CN1)C=1C=C2C=C(C=NC2=CC1)C=1C=NN(C1)CCN)F)F